O1C(=NC2=C1C=CC=C2)NC2=NC1=C(N2C)C=CC(=C1)C(=O)NCCNC=1NCCN1 2-(benzo[d]oxazol-2-ylamino)-N-(2-((4,5-dihydro-1H-imidazol-2-yl)amino)ethyl)-1-methyl-1H-benzo[d]imidazole-5-carboxamide